4-(5-methyloxy-pyrazin-2-yl)-phenylboronic acid COC=1N=CC(=NC1)C1=CC=C(C=C1)B(O)O